N-methyl-2,3-dichlorobenzylamine CNCC1=C(C(=CC=C1)Cl)Cl